N(=[N+]=[N-])C[C@@H]1CCC2=CCCN12 (3S,7aS)-3-(azidomethyl)-tetrahydro-1H-pyrrolizine